3-fluoro-5-(1H-pyrazol-3-yl)-4'-(trifluoromethyl)-[1,1'-biphenyl]-4-carbonitrile FC=1C=C(C=C(C1C#N)C1=NNC=C1)C1=CC=C(C=C1)C(F)(F)F